homohistidine N[C@@H](CCC1=CNC=N1)C(=O)O